CC1=NN(C2=NC(=NC=C21)NC=2C(=CC=1N(C2)N=CN1)C)CCCC(F)(F)F 3-methyl-N-(7-methyl-[1,2,4]triazolo[1,5-a]pyridin-6-yl)-1-(4,4,4-trifluorobutyl)-1H-pyrazolo[3,4-d]pyrimidin-6-amine